NC1=C(C=CC(=C1)NCC1=CC=C(C=C1)C(F)(F)F)NC([C@@H]([C@@H](CCCC)F)F)=O (2S,3R)-N-(2-amino-4-((4-(trifluoromethyl)benzyl)amino)phenyl)-2,3-difluoroheptanamide